5-(2-nitro-1H-imidazol-1-yl)pentan-1-amine trifluoroacetate FC(C(=O)O)(F)F.[N+](=O)([O-])C=1N(C=CN1)CCCCCN